The molecule is a flavanone glycoside that is (+)-taxifolin substituted by a beta-D-xylopyranosyl residue at position 3. It has a role as a metabolite. It is a beta-D-xyloside, a member of 3'-hydroxyflavanones, a flavanone glycoside, a monosaccharide derivative and a tetrahydroxyflavanone. It derives from a (+)-taxifolin and a beta-D-xylose. C1[C@H]([C@@H]([C@H]([C@@H](O1)O[C@@H]2[C@H](OC3=CC(=CC(=C3C2=O)O)O)C4=CC(=C(C=C4)O)O)O)O)O